tert-butyl (2-(5-chloro-3,6-dimethoxypyridin-2-yl)ethyl)carbamate ClC=1C=C(C(=NC1OC)CCNC(OC(C)(C)C)=O)OC